Cl.C(C1=CC=CC=C1)N1CCC=2C(=C3C(=NC2C1)CNC3)C 6-Benzyl-9-methyl-2,3,5,6,7,8-hexahydro-1H-pyrrolo[3,4-b][1,7]naphthyridine hydrochloride